C(=C)[Si](O[Si](O[Si](O[Si](C=C)(C)C)(C=C)C)(C=C)C)(C)C 1,3,5,7-tetravinylhexamethyltetrasiloxane